NC1=CC=CC(=N1)S(=O)(=O)NC(=O)C=1C(=NC(=CC1)C1=CC(=CC(=C1)OCC(C)C)F)OCCC1CC1 N-[(6-Amino-2-pyridyl)sulfonyl]-2-(2-cyclopropylethoxy)-6-(3-fluoro-5-isobutoxyphenyl)pyridin-3-carboxamid